ClC1=CC(=C(C=N1)C(=O)NN)NC 6-chloro-4-(methylamino)pyridine-3-carbohydrazide